FC=1C=C2CCN(C2=CC1[S@@](=O)(CCOC)=N)C(=O)[C@@H]1CC2=CC=C(C=C2C1)C1=NC=CC=C1 (S)-(5-fluoro-1-((R)-5-(pyridin-2-yl)-2,3-dihydro-1H-indene-2-carbonyl)indolin-6-yl)(imino)(2-methoxyethyl)-λ6-sulfanone